NCCCCOCCOC1CCN(CC1)C(=O)OC(C)(C)C tert-butyl 4-[2-(4-aminobutoxy)ethoxy]piperidine-1-carboxylate